BrC1=CC=C2C(=NN=C(C2=C1)NC(C)C1=C(C(=CC=C1)C(F)F)F)Cl (7-bromo-4-chloro-phthalazin-1-yl)-[1-(3-difluoromethyl-2-fluoro-phenyl)-ethyl]-amine